C(=O)(O)C1=CC2=C(NN=N2)C=C1 5-carboxy-1,2,3-benzotriazole